bis-[3-(phenylsulfonyloxy)-4-propyl-phenyl]urea C1(=CC=CC=C1)S(=O)(=O)OC=1C=C(C=CC1CCC)NC(NC1=CC(=C(C=C1)CCC)OS(=O)(=O)C1=CC=CC=C1)=O